[N+](=O)(OCCN1CCN(CC1)S(=O)(=O)C1=CC(=C(C=C1)OCCC)C=1NC(C2=C(N1)C(=CN2CC)CCC)=O)[O-] 2-(4-(3-(5-ethyl-4-oxo-7-propyl-4,5-dihydro-3H-pyrrolo[3,2-d]pyrimidin-2-yl)-4-propoxyphenylsulfonyl)piperazin-1-yl)ethyl nitrate